4'-bromoacetanilide BrC1=CC=C(NC(C)=O)C=C1